[Phenyl(dimethylfluorenyl)triazineyl](phenyldibenzothiophene) C1(=CC=CC=C1)C1=C(C(=NN=N1)C1=C(C2=C(SC3=C2C=CC=C3)C=C1)C1=CC=CC=C1)C1=C(C(=CC=3C2=CC=CC=C2CC13)C)C